FC=1C=C2C=CNC2=C(C1F)F 5,6,7-trifluoro-1H-indole